tert-butyl N6-((benzyloxy)carbonyl)-N2-(N6-((benzyloxy)carbonyl)-N2-(4-(((benzyloxy)carbonyl) amino) butanoyl)-L-lysyl)-L-lysinate C(C1=CC=CC=C1)OC(=O)NCCCC[C@H](NC([C@@H](NC(CCCNC(=O)OCC1=CC=CC=C1)=O)CCCCNC(=O)OCC1=CC=CC=C1)=O)C(=O)OC(C)(C)C